C(C)OC(=O)C=1C(=NN(C1)C(C)=O)OCCOCCOC 1-acetyl-3-[2-(2-methoxyethoxy)ethoxy]-1H-pyrazole-4-carboxylic acid ethyl ester